ClC1=C(C=CC=C1)C1CC2(C1)NC(N(C2=O)C2=CN=CC1=C2OCCN1)=O 2-(2-chlorophenyl)-7-(3,4-dihydro-2H-pyrido[4,3-b][1,4]oxazin-8-yl)-5,7-diazaspiro[3.4]octane-6,8-dione